NCC(CN1C(N(C=C1)CC=1SC(=CC1)C=1C=NN(C1)CC)=O)=C(F)F 1-[2-(aminomethyl)-3,3-difluoro-allyl]-3-[[5-(1-ethylpyrazol-4-yl)-2-thienyl]methyl]imidazol-2-one